C1=CC=CC=2C3=CC=CC=C3C3(C12)CCCCC3 spiro[cyclohexane-1,9'-fluorene]